4-((3-(3-cyano-5-fluoropyridin-2-yl)-2-methoxyphenyl)amino)-6-(cyclopropanecarboxamido)-N-(methyl-d3)pyridazine-3-carboxamide C(#N)C=1C(=NC=C(C1)F)C=1C(=C(C=CC1)NC1=C(N=NC(=C1)NC(=O)C1CC1)C(=O)NC([2H])([2H])[2H])OC